ClC1=CC=C(C=C1)C1=C(N=C(N1)C1=CC=C(N[C@@H](C)C2=CC(=CC=C2)F)C=C1)C (S)-4-(5-(4-chlorophenyl)-4-methyl-1H-imidazol-2-yl)-N-(1-(3-fluorophenyl)ethyl)aniline